ClC1=CC=C(C=C1)C1=NOC=2N=CN(C(C21)=O)CC(=O)N2CC(CC2)F 3-(4-chlorophenyl)-5-(2-(3-fluoropyrrolidin-1-yl)-2-oxoethyl)isoxazolo[5,4-d]pyrimidin-4(5H)-one